tert-butyl 6-[(2,8-dimethyl-1-oxo-5-isoquinolyl)oxy]-2-azaspiro[3.3]heptane-2-carboxylate CN1C(C2=C(C=CC(=C2C=C1)OC1CC2(CN(C2)C(=O)OC(C)(C)C)C1)C)=O